C1(CC1)C=1N=NN(C1)[C@H](C(=O)N1[C@@H](C[C@H](C1)O)C(=O)[O-])C(C)(C)C (2S,4r)-1-((S)-2-(4-cyclopropyl-1H-1,2,3-triazol-1-yl)-3,3-dimethylbutyryl)-4-hydroxypyrrolidine-2-carboxylate